N1C=NC2=C1C=CC(=C2)C2CCN(CC2)C(=O)OC(C)(C)C tert-butyl 4-(1H-benzo[d]imidazol-5-yl)piperidine-1-carboxylate